ClC1=C(N=C(S1)O)C1C(N(CCC1)C(=O)OC)COC1CCC(CC1)C1=CC=CC=C1 methyl 3-(5-chloro-2-hydroxythiazol-4-yl)-2-(((4-phenylcyclohexyl)oxy)methyl)-piperidine-1-carboxylate